ClC1=C(C(=O)NC2=NC(=CC=C2)C(=O)C2CCN(CC2)C)C(=CC=C1)F 2-Chloro-6-fluoro-N-[6-(1-methyl-piperidine-4-carbonyl)-pyridin-2-yl]-benzamide